(R or S)-1,1,1,3,3,3-hexafluoro-2-(3-(4-fluorophenethyl)-1-(2-(6-methylpyridin-3-yl)propan-2-yl)pyrrolidin-3-yl)propan-2-ol FC(C(C(F)(F)F)(O)[C@]1(CN(CC1)C(C)(C)C=1C=NC(=CC1)C)CCC1=CC=C(C=C1)F)(F)F |o1:8|